3-[(5-hydroxy-1-methyl-3-trifluoromethylpyrazol-4-yl)methylsulfanyl]-4,5-dihydro-5,5-dimethylisoxazole OC1=C(C(=NN1C)C(F)(F)F)CSC1=NOC(C1)(C)C